tricarboxyl-tribenzylamine C(=O)(O)C1=C(C(N(CC2=CC=CC=C2)CC2=CC=CC=C2)(C(=O)O)C(=O)O)C=CC=C1